C(C)(CC)C1=CC(=NC=C1)C(=O)O 4-(sec-butyl)picolinic acid